N-(3-{4-[(2-methoxyethyl)(methyl)amino]quinolin-6-yl}phenyl)prop-2-enamide COCCN(C1=CC=NC2=CC=C(C=C12)C=1C=C(C=CC1)NC(C=C)=O)C